O1CCN(CC1)C1=NC=C(C=N1)C=1C=CC(=C(C1)NC(=O)C1=CNC(C=C1C(F)(F)F)=O)N1C[C@H](N([C@H](C1)C)C)C N-(5-(2-morpholinopyrimidin-5-yl)-2-((3R,5S)-3,4,5-trimethylpiperazin-1-yl)phenyl)-6-oxo-4-(trifluoromethyl)-1,6-dihydropyridine-3-carboxamide